FC(N1N=CC(=C1)C(=O)Cl)F 1-(difluoromethyl)pyrazole-4-carbonyl chloride